C(C)(C)C=1C=C(C=CC1)[C@H](C)NC(=O)C1=CC=C2C(=C(N(C2=C1)C)C)CC1=CC=C(OC(C(=O)O)(C)C)C=C1 (S)-2-(4-((6-((1-(3-isopropylphenyl)ethyl)carbamoyl)-1,2-dimethyl-1H-indol-3-yl)methyl)phenoxy)-2-methylpropanoic acid